(R)-3-ethyl-8-fluoro-2-(1-(4-methyl-1,4-diazepan-1-yl)butyl)quinazolin-4(3H)-one C(C)N1C(=NC2=C(C=CC=C2C1=O)F)[C@@H](CCC)N1CCN(CCC1)C